tert-Butyl ((1R,3R)-3-(2-(3-amino-1H-pyrazol-5-yl)-3-fluoro-5-methylphenoxy)cyclopentyl)carbamate NC1=NNC(=C1)C1=C(O[C@H]2C[C@@H](CC2)NC(OC(C)(C)C)=O)C=C(C=C1F)C